Dec-9-enal C(CCCCCCCC=C)=O